1-trimethoxysilyl-2-(diethylamino)(methyl-dimethoxysilylpropylamino)methylsilylethylene CO[Si](C(=CN(CC)CC)[SiH2]CNCCC[Si](OC)(OC)C)(OC)OC